3-hydroxy-1-((1R,5S)-8-(7-(3-hydroxynaphthalen-1-yl)-2-(((S)-1-methylpyrrolidin-2-yl)methoxy)quinazolin-4-yl)-3,8-diazabicyclo[3.2.1]octan-3-yl)-3-methylbutan-1-one OC(CC(=O)N1C[C@H]2CC[C@@H](C1)N2C2=NC(=NC1=CC(=CC=C21)C2=CC(=CC1=CC=CC=C21)O)OC[C@H]2N(CCC2)C)(C)C